C(#N)C1=C(C=CC=C1)SC=1C=2N(C=C(C1)C=1C=NN(C1)[C@@H]1CNCCC1)N=CC2C#N (S)-4-((2-cyanophenyl)thio)-6-(1-(piperidin-3-yl)-1H-pyrazol-4-yl)pyrazolo[1,5-a]pyridine-3-carbonitrile